COC1=CC=CC(=N1)C=O 6-methoxypyridin-2-yl-methanone